(Z)-1-(3-(Benzofuran-4-yl)-4-oxothiazolidin-2-ylidene)-3-(2-fluoro-4-(1-(4-(trifluoromethoxy)phenyl)-1H-1,2,4-triazol-3-yl)phenyl)urea O1C=CC2=C1C=CC=C2N2/C(/SCC2=O)=N/C(=O)NC2=C(C=C(C=C2)C2=NN(C=N2)C2=CC=C(C=C2)OC(F)(F)F)F